O=C1N(CC2=CC(=CC=C12)C1CCN(CC1)CC=1C=CC2=CN(N=C2C1)C1=NC=CC=C1)C1C(NC(CC1)=O)=O 3-(1-oxo-5-(1-((2-(pyridin-2-yl)-2H-indazol-6-yl)methyl)piperidin-4-yl)isoindolin-2-yl)piperidine-2,6-dione